OC[C@H](C)N1C=NC2=C(C1=O)C=C(N=C2C=2C=NC=CC2)C=2C=NC(=CC2)OC(F)(F)F (S)-3-(1-hydroxy-propan-2-yl)-8-(pyridin-3-yl)-6-(6-(trifluoromethoxy)pyridin-3-yl)pyrido[3,4-d]pyrimidin-4(3H)-one